4-{[2-chloro-3-(2-methylmorpholine-4-carbonyl)phenyl]amino}-3-cyclopropyl-N-[(2E)-4-oxo-1,3-diazinan-2-ylidene]benzamide ClC1=C(C=CC=C1C(=O)N1CC(OCC1)C)NC1=C(C=C(C(=O)/N=C/2\NCCC(N2)=O)C=C1)C1CC1